6-(2,4-difluorophenyl)-1-oxoisoindolin-5-yl trifluoromethanesulfonate FC(S(=O)(=O)OC=1C=C2CNC(C2=CC1C1=C(C=C(C=C1)F)F)=O)(F)F